5-(2-ethoxyethoxy)-1,3,4-thiadiazole C(C)OCCOC1=NN=CS1